CC1=CC=C(C=C1)S(=O)(=O)O[C@H]1[C@@H](CC[C@H](C1)C)C(C)C (1R,2S,5R)-2-isopropyl-5-methylcyclohexyl (R)-4-methylbenzenesulfonate